FC1=CC(=CC=2CCC12)C1=CC(=NC=C1)OC 5-fluoro-3-(2-methoxypyridin-4-yl)bicyclo[4.2.0]octa-1(6),2,4-trien